C(C)(=O)C=1C=CC(=C(C(=O)O)C1)OC 5-ACETYL-2-METHOXYBENZOIC ACID